CN(C)CCN1C(=O)C2=C3C(=CC=C4C3=C(C=C2)C(=O)N(C4=O)CCN(C)C)C1=O Naphthalene Diimide